3,7-dioctylphenothiazine C(CCCCCCC)C=1C=CC=2NC3=CC=C(C=C3SC2C1)CCCCCCCC